N1-((ethylimino)methyl)-N3,N3-dimethylpropane-1,3-diamine C(C)N=CNCCCN(C)C